3-Hydroxy-4-[4-methyl-6-(6-methyl-3,3a,4,5,7,7a-hexahydro-2H-pyrrolo[2,3-c]pyridin-1-yl)pyridazin-3-yl]benzonitrile OC=1C=C(C#N)C=CC1C=1N=NC(=CC1C)N1CCC2C1CN(CC2)C